3-(piperazin-1-yl)-N-(6-(trifluoromethyl)pyridin-3-yl)pyrazin-2-amine N1(CCNCC1)C=1C(=NC=CN1)NC=1C=NC(=CC1)C(F)(F)F